imino(5-((7-methoxyquinolin-4-yl)oxy)pyridin-2-yl)(methyl)-λ6-sulfanone N=S(=O)(C)C1=NC=C(C=C1)OC1=CC=NC2=CC(=CC=C12)OC